C1(CC1)CC1CC(C=2N1N=C(N2)C(=O)O)F 5-(cyclopropylmethyl)-7-fluoro-6,7-dihydro-5H-pyrrolo[1,2-b][1,2,4]triazole-2-carboxylic acid